C(C)(C)(C)OC(=O)N(C(=O)N(C1=CC(=NC=N1)N(C([O-])=O)C1=C(C=C(C=C1)N1CC2(C1)CCN(CC2)CC)[N+](=O)[O-])C)C2=C(C(=CC(=C2Cl)OC)OC)Cl 6-[[tert-butoxycarbonyl (2,6-dichloro-3,5-dimethoxy-phenyl)carbamoyl]-methyl-amino]pyrimidin-4-yl-N-[4-(7-ethyl-2,7-diazaspiro[3.5]nonan-2-yl)-2-nitro-phenyl]carbamate